3-[(5-isopropyl-2-oxa-5-azabicyclo[2.2.1]hept-1-yl)methoxy]-5-(5-methyl-1,3-thiazol-2-yl)benzoic acid C(C)(C)N1C2COC(C1)(C2)COC=2C=C(C(=O)O)C=C(C2)C=2SC(=CN2)C